(S)-6-benzhydryl-11-hydroxy-N-methyl-10-oxo-5,6-dihydro-10H-imidazo[1,2-a]pyrido[2,1-c]pyrazine-3-carboxamide C(C1=CC=CC=C1)(C1=CC=CC=C1)[C@@H]1N2C(C=3N(C1)C(=CN3)C(=O)NC)=C(C(C=C2)=O)O